C(#N)C1(CC1)NS(=O)(=O)C1=CC=C2C3=C(NC2=C1)N=CN=C3C=3C=CC(=NC3)C(=O)N(C)C 5-(7-(N-(1-cyanocyclopropyl)sulfamoyl)-9H-pyrimido[4,5-b]Indol-4-yl)-N,N-dimethylpyridineamide